1-chloro-N-(1-chloropropane-2-yl)-N-ethylpropane-2-amine ClCC(C)N(CC)C(CCl)C